ethyl 3-(cyclopropylmethyl)-1-((2-(trimethylsilyl) ethoxy) methyl)-1H-pyrazole-5-carboxylate C1(CC1)CC1=NN(C(=C1)C(=O)OCC)COCC[Si](C)(C)C